C(C)OC(=O)C=1C=NN2C1N=C(C=C2)N2CCOCC2 5-morpholinopyrazolo[1,5-a]pyrimidine-3-carboxylic acid ethyl ester